4-acetoxybenzoic acid C(C)(=O)OC1=CC=C(C(=O)O)C=C1